tert-butyl 4-(bis((5-fluoropyridin-2-yl)amino)methylene)-3,5-dioxopiperidine-1-carboxylate FC=1C=CC(=NC1)NC(=C1C(CN(CC1=O)C(=O)OC(C)(C)C)=O)NC1=NC=C(C=C1)F